1-[2-(Hydroxymethyl)phenyl]-3-phenylprop-2-en-1-one OCC1=C(C=CC=C1)C(C=CC1=CC=CC=C1)=O